8-isopropylbenzo[f]isoquinolin-2-yl trifluoromethanesulfonate FC(S(=O)(=O)OC=1N=CC=2C=CC3=C(C2C1)C=CC(=C3)C(C)C)(F)F